C1(=CC=CC=C1)C1(O[Te]CCC1)CCCC phenyl-n-butyl-telluroxane